ethyl (R)-5-phenyl-6,7-dihydro-5H-pyrrolo[1,2-b][1,2,4]triazole-2-carboxylate C1(=CC=CC=C1)[C@H]1CCC=2N1N=C(N2)C(=O)OCC